ClC1=C2CCCOC2=C(C(=C1)C=1N(N=CC1)C)O 5-chloro-7-(2-methylpyrazol-3-yl)chroman-8-ol